N-[1-(4-bromophenyl)but-3-enyl]-2-methyl-propane-2-sulfinamide BrC1=CC=C(C=C1)C(CC=C)NS(=O)C(C)(C)C